BrC=1C=C(C=C(C1)Cl)C1N(CCN(C1)C(C(F)(F)F)=O)C(=O)OC(C)(C)C tert-butyl 2-(3-bromo-5-chloro-phenyl)-4-(2,2,2-trifluoroacetyl)piperazine-1-carboxylate